ClC=1C=C(C(=NC1)C)NCC=1SC(=CN1)C(=O)N[C@H](C(=O)NC1CC1)CC1CCCCC1 2-[[(5-chloro-2-methyl-3-pyridyl)amino]methyl]-N-[(1S)-1-(cyclohexylmethyl)-2-(cyclopropylamino)-2-oxo-ethyl]thiazole-5-carboxamide